ClC1=C(C=CC=C1)C1=C(C(=CC=C1)OCCN1CCOCC1)C 2-chloro-2'-methyl-3'-(2-morpholinoethoxy)-[1,1'-biphenyl]